FC=1C(=C2C(=CC(=CC2=CC1)O[Si](C(C)C)(C(C)C)C(C)C)B1OC(C(O1)(C)C)(C)C)C#C[Si](C(C)C)(C(C)C)C(C)C [6-fluoro-4-(4,4,5,5-tetramethyl-1,3,2-dioxaborolan-2-yl)-5-(2-triisopropylsilylethynyl)-2-naphthyl]oxy-triisopropyl-silane